2H-benzo[1,4]oxazin O1CC=NC2=C1C=CC=C2